CC1=NOC(=C1)CC(=O)NC1=NNC(=C1)[C@@H]1C[C@@H](CC1)N1[C@H]([C@](C1)(C)O)C (1R,3S)-3-(3-{[(3-methyl-1,2-oxazol-5-yl)acetyl]amino}-1H-pyrazol-5-yl)cyclopentyl-(2S,3R)-3-hydroxy-2,3-dimethylazetidine